α',α',α''-trimethyl-1,3,5-triazine-1,3,5(2H,4H,6H)-triethanol CC(CN1CN(CN(C1)CC(O)C)CCO)(O)C